[N+](=O)([O-])C=1C(NC(NC1)=O)=O 5-nitrouracile